C(C)C=1C(=CC2=C(N(C(N2)=O)C2CCC(CC2)NC2CCOCC2)C1)C=1C=C(C=2N(C1)N=CN2)OC 6-Ethyl-5-(8-methoxy-[1,2,4]triazolo[1,5-a]pyridin-6-yl)-1-((1S,4S)-4-((tetrahydro-2H-pyran-4-yl)amino)cyclohexyl)-1,3-dihydro-2H-benzo[d]imidazol-2-on